ureidodimethylaminoethane N(C(=O)N)C(C)N(C)C